tert-butyl (tert-butoxycarbonyl)((1-(4-(5-(trifluoromethyl)-1,2,4-oxadiazol-3-yl)phenyl)-1H-pyrazol-4-yl)methyl)carbamate C(C)(C)(C)OC(=O)N(C(OC(C)(C)C)=O)CC=1C=NN(C1)C1=CC=C(C=C1)C1=NOC(=N1)C(F)(F)F